ClC1=C(C(=O)[O-])C(=CC(=C1)NCP(=O)(C)C1=CC(=CC=C1)OC)Cl 2,6-dichloro-4-((((3-methoxyphenyl)(methyl)phosphoryl)methyl)amino)benzoate